chloro(cyclopentadienyl)(triphenylphosphine) nickel (II) [Ni+2].ClC=1C(=C(C=CC1)P(C1=CC=CC=C1)C1=CC=CC=C1)C1C=CC=C1